C(CC)OC(C(C(=O)OCCC)=CC1=CC(=CC=C1)OCC(C)C)=O 3-isobutoxy-benzylidene-malonic acid dipropyl ester